[N+](=O)([O-])C=1C=C(C=C(C1)[N+](=O)[O-])C1=NC2=C(N1)C=CC=C2 2-(3,5-dinitrophenyl)-1H-benzimidazole